COC=1C=C(C=C(C1OC)OC)C=CC(=O)N1CCNC2=CC(=CC=C12)C(=O)N 1-[3-(3,4,5-trimethoxyphenyl)-1-oxoprop-2-enyl]-1,2,3,4-tetrahydroquinoxaline-6-carboxamide